C1(CC1)CN1N=CC(=C1)C=1C(=NC=CC1)C(=O)N (1-(cyclopropylmethyl)-1H-pyrazol-4-yl)picolinamide